Methyl 1-chloro-4-methyl-7-(methylamino)phthalazine-6-carboxylate ClC1=NN=C(C2=CC(=C(C=C12)NC)C(=O)OC)C